C(C)(C)N1N=CC(=C1)C1=CC(=NC=C1)N(C(=O)[C@@H]1CC[C@H](CC1)NC(OC(C)(C)C)=O)C[C@@H]1CC[C@H](CC1)C1=CC(=C(C=C1)OC)C tert-Butyl (trans-4-((4-(1-isopropyl-1H-pyrazol-4-yl)pyridin-2-yl)((trans-4-(4-methoxy-3-methylphenyl)cyclohexyl)methyl)-carbamoyl)cyclohexyl)carbamate